ClC=1C=C(C=CC1)C=1C=C2C=CN(C2=CC1)CC=1N=C(OC1)\C=C\C1=CC=C(C=C1)C(F)(F)F (E)-4-((5-(3-chlorophenyl)-1H-indol-1-yl)methyl)-2-(4-(trifluoromethyl)styryl)oxazole